Diethyl-2-ethyl-malonate C(C)OC(C(C(=O)OCC)CC)=O